COC1=C(C\N=C/2\[C@@H]3CC[C@H]([C@@]2(C2=CC=CC=C2)C)C3)C=CC(=C1)OC |r| rac-(1R,3R,4S,Z)-N-(2,4-dimethoxybenzyl)-3-methyl-3-phenylbicyclo[2.2.1]heptan-2-imine